CN(C(=O)C1=NC(=CN=C1)C1=CC=C(C=C1)C(F)(F)F)C=1N=NC(=CC1)C N-methyl-N-(6-methylpyridazin-3-yl)-6-(4-(trifluoromethyl)phenyl)pyrazine-2-carboxamide